[N+](=O)([O-])C1=C(OC(C2=CN=C(N2C)[N+](=O)[O-])([2H])[2H])C=CC(=C1)[N+](=O)[O-] 5-((2,4-dinitrophenoxy)methyl-d2)-1-methyl-2-nitro-1H-imidazole